CN(S(=O)(=O)C)C1=NC=CC(=N1)COC1=CC=C(C=C1)C(C)(C)C1=CC=C(C=C1)OC(C1=CC=CC=C1)(C1=CC=CC=C1)C1=CC=CC=C1 N-methyl-N-(4-((4-(2-(4-(triphenylmethoxy)phenyl)propan-2-yl)phenoxy)methyl)pyrimidin-2-yl)methanesulfonamide